CN(C(O)=O)C1=C(C=CC=C1)C#N.CN1N=CC=C1C1=NN2C(NC=3C=CC=CC3C2=N1)=O 2-(1-methyl-1H-pyrazol-5-yl)[1,2,4]triazolo[1,5-c]quinazolin-5(6H)-one Methyl-(2-cyanophenyl)carbamate